CN1C(C(=NC(=C1)C=1SC=CN1)NC1=CC=C(C=C1)C1CCNCC1)=O 1-methyl-3-{[4-(piperidin-4-yl)phenyl]amino}-5-(1,3-thiazol-2-yl)pyrazin-2-one